C(=C)OC(C(C)C)N 1-ethenoxy-2-methylpropan-1-amine